C(CCCCC)NC(=O)[C@H]1CN(CC(N1CCCCCCCC)=O)C(=O)C1=CC=C(C(=O)N2C[C@H]([C@@H](C2)C(=O)N[C@@H]2[C@H](C2)C2=CC=CC=C2)C(=O)N[C@@H]2[C@H](C2)C2=CC=CC=C2)C=C1 (3S,4S)-1-(4-((R)-3-(hexylcarbamoyl)-4-octyl-5-oxopiperazine-1-carbonyl)benzoyl)-N3,N4-bis((1S,2R)-2-phenylcyclopropyl)pyrrolidine-3,4-dicarboxamide